1-[(1S)-1-(4-pyridinyl)ethyl]-1H-imidazole-4-carboxylic acid N1=CC=C(C=C1)[C@H](C)N1C=NC(=C1)C(=O)O